(2R,3S,4S,5R)-3-(3,4-difluoro-2-methylphenyl)-N-(6-(hydroxymethyl)pyridin-3-yl)-4,5-dimethyl-5-(trifluoromethyl)tetrahydrofuran-2-carboxamide FC=1C(=C(C=CC1F)[C@H]1[C@@H](O[C@]([C@H]1C)(C(F)(F)F)C)C(=O)NC=1C=NC(=CC1)CO)C